The molecule is a cyclopropanecarboxylate ester and an organofluorine compound. It has a role as a pyrethroid ester insecticide and a pyrethroid ester acaricide. It derives from a diphenyl ether. CC1([C@H]([C@H]1C(=O)O[C@H](C#N)C2=CC(=CC=C2)OC3=CC=CC=C3)/C=C\\C(=O)OC(C(F)(F)F)C(F)(F)F)C